tert-butyl-4-((tert-butoxycarbonyl)((2S,4R)-2-methyl-1-propionyl-1,2,3,4-tetrahydroquinolin-4-yl)amino)benzoic acid C(C)(C)(C)C1=C(C(=O)O)C=CC(=C1)N([C@@H]1C[C@@H](N(C2=CC=CC=C12)C(CC)=O)C)C(=O)OC(C)(C)C